COC=1C(=NC=CN1)NC1CCC(CC1)OC1=C2C=CC=NC2=CC(=N1)N1CCOCC1 3-methoxy-N-((1s,4s)-4-((7-morpholino-1,6-naphthyridin-5-yl)oxy)cyclohexyl)pyrazin-2-amine